C(C)OC(=O)C1=C(N=C(S1)SC)N 4-amino-2-(methylthio)thiazole-5-carboxylic acid ethyl ester